FC(C1=C(C(=O)O)C=CC(=C1)C(F)(F)F)(F)F 2,4-bis(trifluoromethyl)-benzoic acid